rel-(4as,7r,7as)-7-(benzyloxy)-octahydrocyclopenta[b][1,4]oxazine C(C1=CC=CC=C1)O[C@@H]1CC[C@H]2[C@@H]1OCCN2 |o1:8,11,12|